N1(CCC1)C[C@H](C)NC(=O)C1=CC(=NN1C)C1=NC(=NC=C1)NC=1C=C2C(=CN(C2=CC1)C)Cl N-[(2S)-1-(azetidin-1-yl)propan-2-yl]-3-{2-[(3-chloro-1-methyl-1H-indol-5-yl)amino]pyrimidin-4-yl}-1-methyl-1H-pyrazole-5-carboxamide